FC(C1=CC=2OCC3N(C2N=C1)CCN(C3)C(=O)OC(C)(C)C)(F)F tert-butyl 3-(trifluoromethyl)-6a,7,9,10-tetrahydropyrazino[1,2-d]pyrido[3,2-b][1,4]oxazine-8(6H)-carboxylate